CN(C1CC(C1)NC(OC(C)(C)C)=O)C1CCNCC1 tert-butyl (3-(methyl(piperidin-4-yl)amino)cyclobutyl)carbamate